CN1CCN(C(C2=C1N=C(C=C2)C)=O)C2=CC(=CC=C2)O[C@@H](CCNC)C=2SC=CC2 (S)-1,8-dimethyl-4-(3-(3-(methylamino)-1-(thiophen-2-yl)propoxy)phenyl)-1,2,3,4-tetrahydro-5H-pyrido[2,3-e][1,4]diazepin-5-one